C(C)(C)(C)OC(=O)NC1=CC=C(OCC(COCC)C=C(C(=O)O)C)C=C1 1-(4-tert-butoxycarbonylaminophenoxy)-3-ethoxypropan-2-ylmethacrylic acid